(5S,7S)-5-(5-chloro-2-fluoro-phenyl)-2-cyclopropylsulfonyl-7-fluoro-6,7-dihydro-5H-pyrrolo[1,2-b][1,2,4]triazole ClC=1C=CC(=C(C1)[C@@H]1C[C@@H](C=2N1N=C(N2)S(=O)(=O)C2CC2)F)F